[CH-]1C=CC=C1.[CH-]1C=CC=C1.[Fe+2].[Cu].[Cu] di-copper ferrocene